COC1=CC=2N(C=C1SC(C)(C)C)C=CN2 2-((7-methoxyimidazo[1,2-a]pyridin-6-yl)thio)-2-methylpropan